2,2'-thio-bis(4-t-octylphenolate) S(C1=C(C=CC(=C1)C(C)(C)CC(C)(C)C)[O-])C1=C(C=CC(=C1)C(C)(C)CC(C)(C)C)[O-]